ethyl (S)-3-(2',6'-dimethylbiphenyl-3-yl)-3-(3-(7-hydroxy-5-oxo-1,2,3,5-tetrahydro indolizin-6-yl) ureido)propanoate CC1=C(C(=CC=C1)C)C1=CC(=CC=C1)[C@H](CC(=O)OCC)NC(=O)NC=1C(N2CCCC2=CC1O)=O